CCO[Si](OC)(OC)CCCN methyl-aminopropyl-trimethoxysilane